dicetylmethylammonium C(CCCCCCCCCCCCCCC)C(CCCCCCCCCCCCCCCC)[NH3+]